C(=C)C1=NC=CN=C1 2-Vinyl-pyrazine